C(C=C)OCC=C bis-allyl ether